ClC1=CC=2C(C=3N=C(N=CC3C2C=C1F)C(F)(F)F)=O 7-chloro-6-fluoro-2-(trifluoromethyl)-9H-indeno[2,1-d]Pyrimidin-9-one